C(C)(C)OC=1C=C(C=CC1)C1=NN(C=C1CC1=CC=C(C=C1)S(N)(=O)=O)C=1SC=CN1 (3-(3-Isopropoxyphenyl)-4-(4-sulfamoylbenzyl)-1H-pyrazol-1-yl)thiazole